Strontium hydroxid methyl-5-chloro-2-((4-fluoro-2-formylphenyl)amino)-4-(trifluoromethyl)benzoate COC(C1=C(C=C(C(=C1)Cl)C(F)(F)F)NC1=C(C=C(C=C1)F)C=O)=O.[OH-].[Sr+2].[OH-]